methyl 1,5-dimethyl-6-oxo-1,4,5,6-tetrahydropyridazine-3-carboxylate CN1N=C(CC(C1=O)C)C(=O)OC